BrCC(=O)C1=NC=CC=C1 2-Bromo-1-(2-pyridinyl)ethanone